N1C=C(C2=CC=CC=C12)C1C(CC1)=O 2-(1H-indol-3-yl)-cyclobutanone